2-hydroxy-4-allyloxybenzaldehyde OC1=C(C=O)C=CC(=C1)OCC=C